OC(CNC(\C=C/C(=O)O)=O)O N-dihydroxyethyl-maleic acid monoamide